spiro[cyclopropane-1,2'-indeno[3a,4-b]oxiren] O1C23C1=CC=CC3=CCC23CC3